6-chloro-2,4-dimethoxy-s-triazine ClC1=NC(=NC(=N1)OC)OC